4-({3-[2-(4-chloro-3-fluorophenoxy)acetamido]bicyclo[1.1.1]pent-1-yl}carbamoyl)pyridine-2-carboxylic acid ethyl ester C(C)OC(=O)C1=NC=CC(=C1)C(NC12CC(C1)(C2)NC(COC2=CC(=C(C=C2)Cl)F)=O)=O